(5-(((1s,4s)-4-(1H-imidazol-1-yl)cyclohexyl)oxy)-7-morpholino-1,6-naphthyridin-3-yl)-2-methylbut-3-yn-2-ol N1(C=NC=C1)C1CCC(CC1)OC1=C2C=C(C=NC2=CC(=N1)N1CCOCC1)CC(C#C)(O)C